ethyl (2-cyano-6-fluorophenyl)carbamate C(#N)C1=C(C(=CC=C1)F)NC(OCC)=O